2,5-bis(1H-pyrazole-4-yl)pyridine N1N=CC(=C1)C1=NC=C(C=C1)C=1C=NNC1